hexane-3-carboxylate CCC(CCC)C(=O)[O-]